(3R)-6-fluoro-3H-spiro[1-benzofuran-2,4'-piperidine]-3-amine dihydrochloride Cl.Cl.FC1=CC2=C([C@H](C3(CCNCC3)O2)N)C=C1